(CIS)-N-ethyl-2-oxo-7-({[(CIS)-4-phenylcyclohexyl]oxy}methyl)-3-oxa-1,8-diazaspiro[5.5]undecane-8-carboxamide C(C)NC(=O)N1C(C2(CCOC(N2)=O)CCC1)CO[C@@H]1CC[C@@H](CC1)C1=CC=CC=C1